C1(=CC=CC=C1)P(C1=C(OC2=C(C=CC=C2)P(C2=CC=CC=C2)C2=CC=CC=C2)C=CC=C1)C1=CC=CC=C1 {2-[2-(diphenylphosphanyl)phenoxy]phenyl}diphenylphosphine